ClCCC[Si](OCC)(OCC)C γ-Chloropropylmethyldiethoxysilane